N[C@H](C(=O)O)CCS(=O)(=N)CCC(C(F)(F)F)N (2S)-2-amino-4-(3-amino-4,4,4-trifluorobutylsulfonimidoyl)butanoic acid